IC1=CC(=C(C(=O)Cl)C=C1)N1[C@H]2CC3(CC3)C[C@@H]1CC2 4-Iodo-2-((1R,5S)-8-azaspiro[bicyclo[3.2.1]octane-3,1'-cyclopropane]-8-yl)benzoyl chloride